O=C1C=2C=CCC(C2C(C=C1)=O)S(=O)(=O)N 5,8-dioxo-dihydronaphthalene-1-sulfonamide